methyl 3-((5-bromo-2-nitropyridin-3-yl)amino)-2-((tert-butoxycarbonyl)amino)butanoate BrC=1C=C(C(=NC1)[N+](=O)[O-])NC(C(C(=O)OC)NC(=O)OC(C)(C)C)C